N-(4-(4-amino-7-((1S,4r)-4-(((S)-2-fluoropropyl)amino)cyclohexyl)-1-isopropyl-1H-pyrazolo[4,3-c]pyridin-3-yl)-2,5-difluorophenyl)-2-fluoro-5-methylbenzenesulfonamide NC1=NC=C(C2=C1C(=NN2C(C)C)C2=CC(=C(C=C2F)NS(=O)(=O)C2=C(C=CC(=C2)C)F)F)C2CCC(CC2)NC[C@H](C)F